CC(=C=C(C[C@H]1CC(=NN1C(C)=O)C1=CC=C(C=C1)C)C1=CC2=CC=CC=C2C=C1)C (S)-1-(5-(4-methyl-2-(naphthalen-2-yl)penta-2,3-dien-1-yl)-3-(p-tolyl)-4,5-dihydro-1H-pyrazol-1-yl)ethan-1-one